N[C@H]1CC(C[C@@H]1O)C(=O)N[C@@H](C12CCC(CC1)(C2)F)C2=C(C(=CC=C2F)Cl)F (3S,4S)-3-amino-N-((S)-(3-chloro-2,6-difluorophenyl)(4-fluoro-bicyclo[2.2.1]hept-1-yl)methyl)-4-hydroxycyclopentane-1-carboxamide